(E)-3-((3-(3-(2-(4-(azetidin-1-yl)-N-methylbut-2-enamido)propanamido)propoxy)phenyl)amino)-6-ethyl-5-((tetrahydro-2H-pyran-4-yl)amino)pyrazine-2-carboxamide N1(CCC1)C/C=C/C(=O)N(C)C(C(=O)NCCCOC=1C=C(C=CC1)NC=1C(=NC(=C(N1)NC1CCOCC1)CC)C(=O)N)C